6-chloro-7-[(2R)-2-{[(3-chloropyridin-2-yl)oxy]methyl}-pyrrolidin-1-yl]-1-[1-(2-methoxyethyl)pyrrolidin-3-yl]-4-oxo-1,4-dihydroquinoline-3-carboxylic acid ClC=1C=C2C(C(=CN(C2=CC1N1[C@H](CCC1)COC1=NC=CC=C1Cl)C1CN(CC1)CCOC)C(=O)O)=O